({(3R,5aR,6R,7R,8aS)-6-[(1E,3R)-4-(3-chloro-5-fluorophenoxy)-3-hydroxy-1-buten-1-yl]-7-hydroxyoctahydro-2H-cyclopenta[b]oxepin-3-yl}methoxy)acetic acid ClC=1C=C(OC[C@@H](/C=C/[C@H]2[C@@H](C[C@@H]3OC[C@H](CC[C@@H]32)COCC(=O)O)O)O)C=C(C1)F